OC1=C(C(N(C=C1)C)=O)NC(N[C@@H](CC(=O)O)C1=CC(=CC=C1)OC=1C=C(C=CC1)C)=O (S)-3-(3-(4-hydroxy-1-methyl-2-oxo-1,2-dihydropyridin-3-yl)ureido)-3-(3-(m-tolyloxy)phenyl)propanoic acid